1-butyl-N'-(4-fluorophenyl)-3-oxo-1,3-dihydroisobenzofuran-5-carboxylic acid hydrazide C(CCC)C1OC(C2=CC(=CC=C12)C(=O)NNC1=CC=C(C=C1)F)=O